FC1C(CNC1)N1C(C=2C=CC=NC2CC1)=O 6-(4-fluoropyrrolidin-3-yl)-7,8-dihydro-1,6-naphthyridin-5(6H)-one